tert-butyl 2-amino-3-phenylpropionate NC(C(=O)OC(C)(C)C)CC1=CC=CC=C1